C(N)(O[C@H](C(=O)NC(C=O)CC(CNC(=O)N)NC1=C(C=CC=C1)CC(=O)OC1=CC=C(C=C1)[N+](=O)[O-])CC)=O ((S)-1-((4-(((((4-nitrophenoxy) carbonyl) methyl) phenyl) amino)-1-oxo-5-ureidopent-2-yl) amino)-1-oxobutan-2-yl) carbamate